NC([C@H](C[C@H]1C(NC2=C(O1)C=CN=C2)=O)NC(OC(C)(C)C)=O)=O tert-butyl ((S)-1-amino-1-oxo-3-((S)-3-oxo-3,4-dihydro-2H-pyrido[4,3-b][1,4]oxazin-2-yl)propan-2-yl)carbamate